C(=O)C1=C(N=NN1CC(=O)OCC)[Si](C(C)C)(C(C)C)C(C)C ethyl 2-(5-formyl-4-(triisopropylsilyl)-1H-1,2,3-triazol-1-yl)acetate